ClC=1C=C(C=CC1Cl)[C@@H](C)N1C(=NC2=C1C=C(C(=C2)F)F)N2C[C@H]([C@@H](CC2)F)N (3R,4R)-1-(1-((1R)-1-(3,4-Dichlorophenyl)ethyl)-5,6-difluoro-1H-benzimidazol-2-yl)-4-fluoro-3-piperidinamin